4-((2'S,3S,4'S,5'R)-6-chloro-4'-(3-chloro-2-fluorophenyl)-2'-neopentyl-1-(pyridine-2-ylmethyl)spiro[indoline-3,3'-pyrrolidine]-5'-carboxamido)-3-methoxybenzoic acid ClC1=CC=C2C(=C1)N(C[C@@]21[C@@H](N[C@H]([C@@H]1C1=C(C(=CC=C1)Cl)F)C(=O)NC1=C(C=C(C(=O)O)C=C1)OC)CC(C)(C)C)CC1=NC=CC=C1